(R)-2-fluoro-N-(8'-(3-hydroxypyrrolidin-1-yl)-4'H-spiro[cyclopropane-1,5'-naphtho[2,1-d]isoxazol]-3'-yl)-6-methoxybenzenesulfonamide FC1=C(C(=CC=C1)OC)S(=O)(=O)NC1=NOC2=C1CC1(C3=CC=C(C=C32)N3C[C@@H](CC3)O)CC1